1-trimethoxysilyl-8-(diethylamino)(triethoxysilylpropylamino)methylsilyloctane CO[Si](C(CCCCCCCN(CC)CC)[SiH2]CNCCC[Si](OCC)(OCC)OCC)(OC)OC